C(#N)N[S@@](=O)(=NC(NC1=C2CCCC2=CC=2CCCC12)=O)C=1SC=C(C1)C(C)(C)O |o1:3| (S) or (R)-N-cyano-N'-(1,2,3,5,6,7-hexahydro-s-indacen-4-ylcarbamoyl)-4-(2-hydroxypropan-2-yl)thiophene-2-sulfonimidamide